(aziridin-2-yl)propan-2-ol N1C(C1)CC(C)O